C(C)(C)(C)P(C1=C(C(=C(C(=C1C)C)C)C)C1=C(C=C(C=C1C(C)C)C(C)C)C(C)C)C(C)(C)C 2-di-t-butylphosphino-3,4,5,6-tetramethyl-2',4',6'-triisopropylbiphenyl